bis(3,5-dimethyl-4-hydroxyphenyl)methane CC=1C=C(C=C(C1O)C)CC1=CC(=C(C(=C1)C)O)C